C(C)(C)(C)C1=C(C=CC=C1)NCC(O)C=1NC(NC1)=S 4-[2-(2-tert-Butylphenylamino)-1-hydroxyethyl]-1,3-dihydroimidazole-2-thione